Cl.N[C@@H](CS)C(=O)O E-cysteine-HCl